4,4'-bis(5-methyl-2-benzoxazolyl)stilbene CC=1C=CC2=C(N=C(O2)C2=CC=C(C=C2)C=CC2=CC=C(C=C2)C=2OC3=C(N2)C=C(C=C3)C)C1